C(CCCCC)(=O)C=1C(OC(=CC1O)C)=O 3-Hexanoyl-4-hydroxy-6-methyl-2H-pyran-2-one